F[C@@H](C(=O)[O-])C (R)-2-fluoropropionate